C(C)(C)(C)OC(=O)N1[C@@H](C[C@H](C1)OCC)C(=O)O (2S,4R)-1-tert-butoxycarbonyl-4-ethoxy-pyrrolidine-2-carboxylic acid